[10-(4-carboxynaphthalene-1-yl)anthracene-9-yl]naphthalene-1-carboxylic acid C(=O)(O)C1=CC=C(C2=CC=CC=C12)C1=C2C=CC=CC2=C(C2=CC=CC=C12)C1=C(C2=CC=CC=C2C=C1)C(=O)O